3-[7-[9-[4-(4-aminophenyl)piperazin-1-yl]-3-azaspiro[5.5]undecan-3-yl]-1-oxo-phthalazin-2-yl]piperidine-2,6-dione NC1=CC=C(C=C1)N1CCN(CC1)C1CCC2(CCN(CC2)C2=CC=C3C=NN(C(C3=C2)=O)C2C(NC(CC2)=O)=O)CC1